N[C@@H]1C[C@H](CCC1)C(=O)OCC ethyl (1S,3S)-3-aminocyclohexane-1-carboxylate